diEthylene glycol acrylate C(C=C)(=O)OCCOCCO